CN([C@H]1CN(CC1)CC1=C(C=C(C=C1)NC(C1=CC(=C(C=C1)C)C#C)=O)Cl)C (R)-N-(4-((3-(dimethylamino)pyrrolidin-1-yl)methyl)-3-chlorophenyl)-3-ethynyl-4-methylbenzamide